S(=O)(=O)(O)C1=CC=C([N+](=O)[O-])C=C1.[N+](=O)([O-])C1=CC=C(C=C1)S(=O)(=O)O p-nitrophenylsulfonate (nosylate)